(S)-methyl 3-(2',6'-difluorobiphenyl-3-yl)-3-((S)-4-methyl-2-(4-oxoquinazolin-3(4H)-yl)pentanamido)propanoate FC1=C(C(=CC=C1)F)C1=CC(=CC=C1)[C@H](CC(=O)OC)NC([C@H](CC(C)C)N1C=NC2=CC=CC=C2C1=O)=O